5-chloro-2-(naphthalen-1-yl)-1H-indole ClC=1C=C2C=C(NC2=CC1)C1=CC=CC2=CC=CC=C12